2-(4-(1-(4-nitrophenyl)piperidin-4-yl)piperazin-1-yl)ethan-1-ol [N+](=O)([O-])C1=CC=C(C=C1)N1CCC(CC1)N1CCN(CC1)CCO